[N].[Zn] zinc compound with nitrogen